1-(chloromethyl)-2-fluoro-4-((3-methylbenzyl)oxy)benzene ClCC1=C(C=C(C=C1)OCC1=CC(=CC=C1)C)F